(S)-N-((S)-1-(2-chlorophenyl)-2-((3,3-difluorocyclobutyl)amino)-2-oxoethyl)-2-(4-cyanopyridin-2-yl)-N-(3-fluorophenyl)-isothiazolidine-3-formamide 1,1-dioxide ClC1=C(C=CC=C1)[C@@H](C(=O)NC1CC(C1)(F)F)N(C(=O)[C@H]1N(S(CC1)(=O)=O)C1=NC=CC(=C1)C#N)C1=CC(=CC=C1)F